OC=1C(=C(C(=NC1C)CCC1=CC=C(C=C1)OC)C(=O)O)C(=O)O 5-hydroxy-2-(4-methoxyphenylethyl)-6-methylpyridine-3,4-dicarboxylic acid